3,5-di(butane-2,3-dienoyl)benzylamine C(C=C=C)(=O)C=1C=C(CN)C=C(C1)C(C=C=C)=O